4-[2,6-difluoro-4-(4-fluoroindol-1-yl)phenoxy]butyric acid FC1=C(OCCCC(=O)O)C(=CC(=C1)N1C=CC2=C(C=CC=C12)F)F